α-cyano-3-phenoxybenzyl-3-(2-chloro-3,3,3-trichlorofluoro-1-propenyl)-2,2-dimethylcyclopropanecarboxylate C(#N)C(C1=CC(=CC=C1)OC1=CC=CC=C1)OC(=O)C1C(C1C(=C(C(Cl)(Cl)Cl)Cl)F)(C)C